OC(CNCCCCCC)(O)O 6-(2,2,2-trihydroxyethylamino)hexane